C[C@@H]1O[C@@H](CN(C1)CC1=CC=C(C=C1)C(C)O)C 1-(4-(((2S,6R)-2,6-dimethylmorpholino)methyl)phenyl)ethan-1-ol